pentamethyl-cyclopentadienyl-tri(dimethylamino)zirconium CC1=C(C(=C(C1([Zr](N(C)C)(N(C)C)N(C)C)C)C)C)C